(R)-1-(4-((R)-1-((tert-butyldimethylsilyl)oxy)ethyl)phenyl)pyrrolidin [Si](C)(C)(C(C)(C)C)O[C@H](C)C1=CC=C(C=C1)N1CCCC1